COC[C@H]1N(CCC1)C=1C=C2C(=CC=NC2=CC1)C(=O)OC(C)(C)C tert-Butyl (S)-6-(2-(methoxymethyl)pyrrolidin-1-yl)quinoline-4-carboxylate